3,9-dihydroxy-8-((4-(pyridin-4-yl)piperidin-1-yl)methyl)benzo[5,6]oxazepin OC1=NOC2=C(C=C1)C=CC(=C2O)CN2CCC(CC2)C2=CC=NC=C2